5-(3-(methoxymethyl)-5-methylisoxazol-4-yl)pyridin-2-amine COCC1=NOC(=C1C=1C=CC(=NC1)N)C